(4-amino-1,3-dihydrofuro[3,4-c][1,7]naphthyridin-8-yl)((2S)-2-(4-(trifluoromethyl)phenyl)-1-piperazinyl)methanone NC1=NC=2C=NC(=CC2C2=C1COC2)C(=O)N2[C@H](CNCC2)C2=CC=C(C=C2)C(F)(F)F